2-[[5-(4-chloro-2-fluoro-phenyl)-3-methyl-triazol-4-yl]methyl]-5-(3-methoxyazetidin-1-yl)pyridazin-3-one ClC1=CC(=C(C=C1)C1=C(N(N=N1)C)CN1N=CC(=CC1=O)N1CC(C1)OC)F